FC1=C(N=CC2=C1N=C(N=C2N2C[C@H]1C[C@H]([C@@H](C2)C1)O)OC[C@]12CCCN2C[C@@H](C1)F)C1=C(C(=CC2=CC=CC=C12)O)F (1R,5R,6R)-3-(8-fluoro-7-(2-fluoro-3-hydroxynaphthalen-1-yl)-2-(((2R,7aS)-2-fluorohexahydro-1H-pyrrolizin-7a-yl)methoxy)pyrido[4,3-d]pyrimidin-4-yl)-3-azabicyclo[3.2.1]octan-6-ol